ClC=1C(=NC(=C(C1Cl)Cl)C#N)C#N 3,4,5-trichloro-pyridine-2,6-di-carbonitrile